C(CCCCCCCCCCC)(=O)[O-].C(CCCCCCCCCCC)(=O)[O-].C(C)(=O)CC[Sn+2]CCC(C)=O bis(beta-acetylethyl)tin dilaurate